2'-chloro-5'-methoxy-6-methyl-N-[6-(4-methylpiperidin-1-yl)-[1,3]thiazolo[4,5-b]pyrazin-2-yl]-[4,4'-bipyridine]-3-carboxamide ClC1=NC=C(C(=C1)C1=C(C=NC(=C1)C)C(=O)NC=1SC=2C(=NC=C(N2)N2CCC(CC2)C)N1)OC